[C@@H]1([C@@H]([C@H]([C@H]2[C@@H]([C@@H]1O)OP(=O)(O2)O)O)O)O The molecule is a myo-inositol cyclic phosphate that is the 1,2-cyclic phosphate derivative of 1D-myo-inositol. It has a role as an epitope. It derives from a myo-inositol. It is a conjugate acid of a 1D-myo-inositol 1,2-cyclic phosphate(1-).